CC(C)OCCN1C(N(C(C2=C1C=CN2)=O)COCC[Si](C)(C)C)=S 1-[2-(Propan-2-yloxy)ethyl]-2-sulfanylidene-3-{[2-{trimethylsilyl}ethoxy]methyl}-1H,2H,3H,4H,5H-pyrrolo[3,2-d]pyrimidin-4-one